BrC1=C(C=CC(=C1)Cl)N1CCC2(C=3C=CC(=NC3CN(C2)C[C@@H]2N(CCC2)C(=O)OC(C)(C)C)C2=C(C=CC=C2)OCC)CC1 tert-butyl (R)-2-((1-(2-bromo-4-chlorophenyl)-2'-(2-ethoxyphenyl)-6'H-spiro[piperidine-4,5'-[1,7]naphthyridin]-7'(8'H)-yl)methyl)pyrrolidine-1-carboxylate